ethyl 4-(1-methylcyclopropyl)-2,4-dioxobutanoate CC1(CC1)C(CC(C(=O)OCC)=O)=O